C1(CC(C(CC1)C(C)C)OC(C(N(O)O)CC)=O)C N,N-dihydroxyethylglycin menthyl ester